1-[6-(2,2-dimethylpiperidin-4-yl)-1-methylindazol-3-yl]-1,3-diazinane-2,4-dione CC1(NCCC(C1)C1=CC=C2C(=NN(C2=C1)C)N1C(NC(CC1)=O)=O)C